(2S)-2-(4-bromophenoxy)-N-cyano-3-methylbutanamide BrC1=CC=C(O[C@H](C(=O)NC#N)C(C)C)C=C1